((tert-butyldimethylsilyl) oxy)-2,6,6,9-tetramethyl-6H-benzo[c]chromen-8-yl triflate O(S(=O)(=O)C(F)(F)F)C=1C(=CC2=C(C(OC3=CC=C(C(=C23)O[Si](C)(C)C(C)(C)C)C)(C)C)C1)C